3-(2-((1-(acryloyloxy)-3-phenoxypropane-2-yloxy) carbonylamino) propane-2-ylcarbamoyloxy)-3-phenoxypropyl methacrylate C(C(=C)C)(=O)OCCC(OC1=CC=CC=C1)OC(NC(C)(C)NC(=O)OC(COC(C=C)=O)COC1=CC=CC=C1)=O